C1(=CC=CC=C1)C1=C(C(=NN=N1)C1=C(C=CC=C1)C1=C(C(=CC=2OC3=C(C21)C=CC=C3)C3=CC=CC=C3)C3=C(C(=CC=2C1=CC=CC=C1CC32)C)C)C3=CC=CC=C3 (diphenyltriazinyl)[phenyl-(dimethylfluorenyl)dibenzofuranyl]benzene